6-[(2R)-4-[4-chloro-2-(trifluoromethyl)benzoyl]-2-ethylpiperazin-1-yl]-N-[2-(4,5-dihydro-1H-imidazol-2-yl)ethyl]-3-(2-ethoxypyridin-3-yl)-2-fluorobenzamide ClC1=CC(=C(C(=O)N2C[C@H](N(CC2)C2=CC=C(C(=C2C(=O)NCCC=2NCCN2)F)C=2C(=NC=CC2)OCC)CC)C=C1)C(F)(F)F